C(C)N(CCCNC(C(=C)C)=O)CC N-[3-(diethylamino)propyl](methyl)acrylamide